4-(1-(2-((3-chlorophenyl)sulfonyl)-4,4-dimethyl-1,2,3,4-tetrahydroisoquinolin-7-yl)piperidin-4-yl)morpholine ClC=1C=C(C=CC1)S(=O)(=O)N1CC2=CC(=CC=C2C(C1)(C)C)N1CCC(CC1)N1CCOCC1